ClC1=CC=C(C=C1)C=1N=C(C2=C(N1)C(=NN2C)CCC)C2=CN(C1=CC=CC=C21)CC 5-(4-chlorophenyl)-7-(1-ethyl-1H-indol-3-yl)-1-methyl-3-propyl-1H-pyrazolo[4,3-d]pyrimidine